aminopropyltrihydroxyethoxysilane NCCC[SiH2]OCC(O)(O)O